SC1(CC(=CC(=C1)S)S)S 1,3,5-trimercapto-phenyl mercaptan